C(C)(C)(C)OC(N(C(=O)OC(C)(C)C)C1=NC=C(N=C1C=1OC(=NN1)C1=CC=CC=C1)C1=C(C=CC=C1)Br)=O tertbutyl-5-(2-bromophenyl)-3-(5-phenyl-1,3,4-oxadiazol-2-yl)pyrazin-2-yl(tert-butoxycarbonyl)carbamate